N-[3-(1H-benzo[d]imidazol-2-yl)phenyl]-[2,5'-bipyrimidin]-2'-amine N1C(=NC2=C1C=CC=C2)C=2C=C(C=CC2)NC2=NC=C(C=N2)C2=NC=CC=N2